5-(4-(1-(Cyclopropylmethyl)-1H-pyrazol-4-yl)-2-fluoro-6-hydroxyphenyl)-1,2,5-thiadiazolidin-3-one 1,1-dioxide C1(CC1)CN1N=CC(=C1)C1=CC(=C(C(=C1)O)N1CC(NS1(=O)=O)=O)F